BrC1=C2C=NN(C2=CC(=C1C1CC12CC2)Cl)C2OCCCC2 4-bromo-6-chloro-5-(spiro[2.2]pentan-1-yl)-1-(tetrahydro-2H-pyran-2-yl)-1H-indazole